FC1(CC(C1)CC=1C(=NC(=NC1N1C(COCC1)C)C1=C2C(=NC=C1)NC=C2)N)F ((3,3-difluorocyclobutyl)methyl)-6-(3-methylmorpholino)-2-(1H-pyrrolo[2,3-b]pyridin-4-yl)pyrimidin-4-amine